N-(2-furylmethyl)iminodiacetic acid O1C(=CC=C1)CN(CC(=O)O)CC(=O)O